CC(CCN)NC1=CC=CC=C1 1-methyl-N1-phenyl-propane-1,3-diamine